1-(4-bromo-3-chlorophenyl)guanidine hydrochloride Cl.BrC1=C(C=C(C=C1)NC(=N)N)Cl